C(=C)[SiH2]O[Si](C1=CC=CC=C1)(C1=CC=CC=C1)C=C divinyl-diphenyl-disiloxane